(S)-4-(4-Fluorobenzyl)-N-(7-((6-hydroxy-2-oxaspiro[3.3]heptan-6-yl)ethynyl)-5-methyl-4-oxo-2,3,4,5-tetrahydrobenzo[b][1,4]oxazepin-3-yl)-1H-pyrazole-1-carboxamide FC1=CC=C(CC=2C=NN(C2)C(=O)N[C@@H]2C(N(C3=C(OC2)C=CC(=C3)C#CC3(CC2(COC2)C3)O)C)=O)C=C1